6-(4-((8aR)-2-acryloyl-6-oxooctahydropyrrolo[1,2-a]pyrazin-4-yl)-6-chloropyridin-2-yl)-N-methylpyrimidine-4-carboxamide C(C=C)(=O)N1C[C@@H]2N(C(C1)C1=CC(=NC(=C1)Cl)C1=CC(=NC=N1)C(=O)NC)C(CC2)=O